ClC=1N=C(C2=C(N1)CC[S@]2=O)NC2(CCC2)CO (5R)-2-chloro-4-((1-(hydroxymethyl)cyclobutyl)amino)-5-oxo-6,7-dihydrothieno[3,2-d]Pyrimidine